(2S,3S,4S)-1-(((9H-fluoren-9-yl)methoxy)carbonyl)-4-acetoxy-3-(4,7,10-tris(2-methoxy-2-oxoethyl)-1,4,7,10-tetraazacyclododecan-1-yl)pyrrolidine C1=CC=CC=2C3=CC=CC=C3C(C12)COC(=O)N1C[C@@H]([C@H](C1)OC(C)=O)N1CCN(CCN(CCN(CC1)CC(OC)=O)CC(OC)=O)CC(=O)OC